IC1=CC(=C(C=C1C)N(C(C#CCC)=O)C=1C=CC=2C(N1)=CN(N2)C)OCCOC N-(4-iodo-2-(2-methoxyethoxy)-5-methylphenyl)-N-(2-methyl-2H-pyrazolo[4,3-b]pyridin-5-yl)pent-2-ynamide